C1OCCN2[C@@H]1CNCC2 (9aR)-1,3,4,6,7,8,9,9a-octahydropyrazino[2,1-c][1,4]oxazine